ClC=1N=C2C(=C3N(C4=C2C(C1F)=NC(=N4)SC)CCCC3)C 5-chloro-4-fluoro-7-methyl-2-(methylthio)-8,9,10,11-tetrahydropyrido[1,2-g]pyrimido[4,5,6-de][1,6]naphthyridine